Br[C@@H](C(=O)NC1=NC=C(C=C1)OCC1CC1)C (R)-2-bromo-N-(5-(cyclopropylmethoxy)pyridin-2-yl)propionamide